BrC1=CC=C2CN(C(C2=C1)=O)C(C(=O)NN)C1=C(C=CC(=C1)F)OCOC 2-(6-bromo-1-oxo-isoindolin-2-yl)-2-[5-fluoro-2-(methoxymethoxy)-phenyl]acetohydrazide